(S)-2-((2-(benzo[c][1,2,5]oxadiazol-5-ylmethoxy)-4-((2-bromo-[1,1'-biphenyl]-3-yl)methoxy)-5-nitrobenzyl)amino)-3-hydroxy-2-methylpropanoic acid N=1ON=C2C1C=CC(=C2)COC2=C(CN[C@](C(=O)O)(CO)C)C=C(C(=C2)OCC=2C(=C(C=CC2)C2=CC=CC=C2)Br)[N+](=O)[O-]